NC1(CN(C1)C(CN1C(C2=C(C=C1)SC=C2C2=CC(=C(C=C2)F)C(F)(F)F)=O)=O)C 5-(2-(3-amino-3-methylazetidin-1-yl)-2-oxoethyl)-3-(4-fluoro-3-(trifluoromethyl)phenyl)thieno[3,2-c]pyridin-4(5H)-one